2,4-difluoro-3-[1-(1H-imidazol-2-yl)imidazo[1,5-a]pyrazin-6-yl]aniline FC1=C(N)C=CC(=C1C=1N=CC=2N(C1)C=NC2C=2NC=CN2)F